C1(CC1)C1=C(C=C2C(=N1)N=C(S2)N2CCOCC2)NC(=O)C=2N=C(OC2)C2=CC(=NC=C2)C N-(5-cyclopropyl-2-morpholinothiazolo[4,5-b]pyridin-6-yl)-2-(2-methylpyridin-4-yl)oxazole-4-carboxamide